mono-butyl-tin C(CCC)[Sn]